FC1=C(C=CC(=C1)C=O)C1=CC=CC=C1 fluoro-[1,1'-biphenyl]-4-carbaldehyde